C(C)(C)CC(CCC(C)(OOC(C)(C)C)C)(OOC(C)(C)C)C isopropyl-2,5-dimethyl-2,5-bis(t-butylperoxy)hexane